NCC(CN1N=CN(C1=O)C=1C=NC(=CC1)C=1C=NC(=CC1)C(F)(F)F)=C(F)F 2-[2-(aminomethyl)-3,3-difluoro-allyl]-4-[6-[6-(trifluoromethyl)-3-pyridyl]-3-pyridyl]-1,2,4-triazol-3-one